C12CN(CC(CN1)C2)C=2C1=C(N=CN2)C=CN=C1 4-(3,7-diazabicyclo[3.2.1]oct-3-yl)pyrido[4,3-d]pyrimidine